Dimethyl-methyleneSulfone CC(C)=S(=O)=O